2-(methylsulfonyl)-1-(2-(4-phenyl-1H-imidazol-2-yl)piperidin-1-yl)propan-1-one 2-(2,6-dichloro-3-(difluoromethoxy)phenyl)acetate ClC1=C(C(=CC=C1OC(F)F)Cl)CC(=O)O.CS(=O)(=O)C(C(=O)N1C(CCCC1)C=1NC=C(N1)C1=CC=CC=C1)C